ClC1=C(C=2N=C(N=C(C2C=N1)OCC(F)(F)F)OC[C@H]1N(CCC1)C)F (S)-7-chloro-8-fluoro-2-((1-methylpyrrolidin-2-yl)methoxy)-4-(2,2,2-trifluoroethoxy)pyrido[4,3-d]pyrimidine